2-chloro-4-[4-(2,2-dioxido-3,4,6,7,8,9-hexahydropyrido[2,1-c][1,2,4]thiadiazin-9-yl)phenoxy]benzonitrile ClC1=C(C#N)C=CC(=C1)OC1=CC=C(C=C1)C1CCCN2C1=NS(CC2)(=O)=O